C(C)(C)(C)OC(=O)N[C@H](C(=O)O)CC1=CC(=C(C=C1)NC1=NC=C(C(=N1)NC1CC1)C(F)(F)F)OC (S)-2-((tert-butoxycarbonyl)amino)-3-(4-((4-(cyclopropylamino)-5-(trifluoromethyl)pyrimidin-2-yl)amino)-3-methoxyphenyl)propionic acid